C1(CCC1)C1=CC(=C(C(=O)N2CCC(CC2)C2=C(C#N)C=CC=C2)C=C1C=1NC(=CN1)C(F)(F)F)C (1-(4-cyclobutyl-2-methyl-5-(5-(trifluoromethyl)-1H-imidazol-2-yl)benzoyl)piperidin-4-yl)benzonitrile